5-[4-amino-5-(trifluoromethyl)pyrrolo[2,1-f][1,2,4]triazin-7-yl]-N-[(3R,4S)-1-[(2,5-difluorophenyl)methanesulfonyl]-4-fluoropyrrolidin-3-yl]-2-methoxypyridine-3-carboxamide NC1=NC=NN2C1=C(C=C2C=2C=C(C(=NC2)OC)C(=O)N[C@@H]2CN(C[C@@H]2F)S(=O)(=O)CC2=C(C=CC(=C2)F)F)C(F)(F)F